(Z)-1-(4-amino-2-fluorobut-2-en-1-yl)-4-(5-chloropyridin-3-yl)-1H-benzo[d]imidazol-6-carbonitrile hydrochloride Cl.NC\C=C(\CN1C=NC2=C1C=C(C=C2C=2C=NC=C(C2)Cl)C#N)/F